1,3-di(naphthalen-2-yl)propane-1,3-dione C1=C(C=CC2=CC=CC=C12)C(CC(=O)C1=CC2=CC=CC=C2C=C1)=O